ClC1=CC(=NC=C1C=O)OC 4-CHLORO-2-METHOXYPYRIDINE-5-CARBOXALDEHYDE